4-((1H-pyrazol-1-yl)methyl)-2-hydrazineyl-6-methoxypyridine N1(N=CC=C1)CC1=CC(=NC(=C1)OC)NN